(((9H-fluoren-9-yl)methoxy)carbonyl)-L-homoserine C1=CC=CC=2C3=CC=CC=C3C(C12)COC(=O)N[C@@H](CCO)C(=O)O